[Cl-].C1(=C(C(=CC(=C1)C)C)[I+]C1=CC(=CC=C1)C(F)(F)F)C mesityl(3-(trifluoromethyl)phenyl)iodonium chloride